(S)-(+)-Carvone CC1=CC[C@@H](CC1=O)C(=C)C